ClC1=C(C=C2C(=NNC2=C1)CCC(=O)O)C1=CC=C(C=C1)C1=C(C(=CC(=C1)F)OC)O 3-(6-chloro-5-(5'-fluoro-2'-hydroxy-3'-methoxy-[1,1'-biphenyl]-4-yl)-1H-indazol-3-yl)-propanoic acid